8'-chloro-1'-[1-(pyrimidin-2-yl)azetidin-3-yl]-4'H,6'H-spiro[1,3-dioxolane-2,5'-[1,2,4]triazolo[4,3-a][1]benzazepine] ClC=1C=CC2=C(CC3(CC=4N2C(=NN4)C4CN(C4)C4=NC=CC=N4)OCCO3)C1